COC1=C2C=C(NC2=C(C=C1)OC)C(=O)O 4,7-dimethoxy-1H-indole-2-carboxylic acid